3-((tert-butyl-dimethylsilyloxy)prop-1-en-2-yl)-5-(2-chloro-5-ethoxy-4-methoxyphenyl)pyridine [Si](C)(C)(C(C)(C)C)OCC(=C)C=1C=NC=C(C1)C1=C(C=C(C(=C1)OCC)OC)Cl